2-(tert-butyl) 5-methyl (1S,4R,5S)-2-azabicyclo[2.2.1]heptane-2,5-dicarboxylate [C@@H]12N(C[C@@H]([C@H](C1)C(=O)OC)C2)C(=O)OC(C)(C)C